2-(4-(4-(aminomethyl)-1-oxo-1,2-dihydro-phthalazin-6-yl)-1-methyl-1H-pyrazol-5-yl)-4-chloro-6-(3,3-difluoroazetidin-1-yl)-3-fluorobenzonitrile NCC1=NNC(C2=CC=C(C=C12)C=1C=NN(C1C1=C(C#N)C(=CC(=C1F)Cl)N1CC(C1)(F)F)C)=O